C(C=C)OC1=CC=C(C=CC2=C(C(=CC(=C2)OC)OC)C=2N(C=CN2)CC2=C(C(=CC=C2)C)C)C=C1 2-(4-(allyloxy)styryl-4,6-dimethoxyphenyl)-1-(2,3-dimethylbenzyl)-1H-imidazole